(2S,4S)-N2-(3-chloro-4-fluorophenyl)-N4-(1-ethyl-1H-pyrazol-4-yl)-N2-methyl-1-(6-methyl-4-(trifluoromethyl)pyridin-2-yl)pyrrolidine-2,4-dicarboxamide ClC=1C=C(C=CC1F)N(C(=O)[C@H]1N(C[C@H](C1)C(=O)NC=1C=NN(C1)CC)C1=NC(=CC(=C1)C(F)(F)F)C)C